COC1=C(C(=CC=C1)OC)C1(OC(=C(C1=O)O[Si](C)(C)C)N)C 2-(2,6-dimethoxyphenyl)-2-methyl-4-trimethylsiloxy-5-amino-3(2H)-furanone